3-[[(1R)-1-(3,6-dimethyl-2-morpholino-4-oxo-quinazolin-8-yl)ethyl]amino]pyridazine-4-carboxylic acid CN1C(=NC2=C(C=C(C=C2C1=O)C)[C@@H](C)NC=1N=NC=CC1C(=O)O)N1CCOCC1